FC1CNCCC1C1=NC=2C(=NC=CC2C2CCN(CC2)C(=O)C2=CC=C(C=C2)OC(F)(F)F)N1 (rac)-[4-[2-(3-fluoro-4-piperidyl)-3H-imidazo[4,5-b]pyridin-7-yl]-1-piperidyl]-[4-(trifluoromethoxy)phenyl]methanone